ClC=1C(=C(C(=C(C1)[C@H]1[C@@H](O[C@@]([C@@H]1C)(C(F)(F)F)C)C(=O)NC1=CC(=NC=C1)C(=O)N)OC)F)F 4-[[(2R,3s,4r,5s)-3-(5-chloro-3,4-difluoro-2-methoxy-phenyl)-4,5-dimethyl-5-(trifluoromethyl)tetrahydrofuran-2-carbonyl]amino]pyridine-2-carboxamide